6-butylundecane C(CCC)C(CCCCC)CCCCC